NC1=C2C(=NC=N1)N(N=C2C2=CC=C(C=C2)OC2=CC=CC=C2)C2CN(CC2)C(=O)O.CN2CCN(CC2)CCC[Si](OC)(OC)OC 3-(4-methyl-1-piperazinyl)propyltrimethoxysilane 3-(4-amino-3-(4-phenoxyphenyl)-1H-pyrazolo[3,4-d]pyrimidin-1-yl)pyrrolidine-1-carboxylate